ClC1=CC=C(OC(CON=C(CCC)C=2C(CC(CC2O)C2CSCCC2)=O)C)C=C1 2-{1-[2-(4-chlorophenoxy)propoxyimino]butyl}-3-hydroxy-5-thian-3-ylcyclohex-2-enone